Tributyl((methoxy(phenyl)acetyl)oxy)stannane C(CCC)[Sn](OC(C(C1=CC=CC=C1)OC)=O)(CCCC)CCCC